C1(=CC=C(C=C1)C[C@H](C[C@H](C(=O)OCC)C)NC(CCC(=O)N[C@@H](CCCNC(N)=N)C(=O)O)=O)C1=CC=CC=C1 (4-(((2S,4R)-1-([1,1'-biphenyl]-4-yl)-5-ethoxy-4-methyl-5-oxopentan-2-yl)amino)-4-oxobutanoyl)-L-arginine